The molecule is a member of the class of pyridones that is 2-pyridone carrying cyano, phenyl and 3-bromo-6-hydroxyphenyl substituents at positions 3, 4 and 6 respectively It is a pyridone, a bromophenol and a nitrile. C1=CC=C(C=C1)C2=C(C(=O)NC(=C2)C3=C(C=CC(=C3)Br)O)C#N